O1CCN(CC1)CC=1C=C(C=C(C1)C(F)(F)F)NC(=O)C1=CSC=2CN(CCC21)C(=O)C=2C=NN1C2C=NC=C1 N-(3-(morpholinomethyl)-5-(trifluoromethyl)phenyl)-6-(pyrazolo[1,5-a]pyrazine-3-carbonyl)-4,5,6,7-tetrahydrothieno[2,3-c]pyridine-3-carboxamide